ClC=1C=C2C=NN(C2=C(C1)C(=O)OC)CC=1C=NC(=CC1)C1=CC(=C(C=C1)OC)F methyl 5-chloro-1-((6-(3-fluoro-4-methoxyphenyl) pyridin-3-yl) methyl)-1H-indazole-7-carboxylate